[(2S)-pyrrolidin-2-yl]methanol hydrochloride Cl.N1[C@@H](CCC1)CO